C(C)(C)(C)OC(=O)N1CCCC=2C=CC(=NC12)CCCC(C(=O)OCC)C(=O)OCC Diethyl 2-(3-(8-(tert-butoxycarbonyl)-5,6,7,8-tetrahydro-1,8-naphthyridin-2-yl)propyl)malonate